F[C@H]1CN(CC1)CC1=C(C=CC(=N1)NC1=CC2=C(C=N1)SC(=N2)C2=NC=CC=C2C)C2CCOCC2 6-{[(3R)-3-Fluoropyrrolidin-1-yl]methyl}-N-[2-(3-methylpyridin-2-yl)-[1,3]thiazolo[5,4-c]pyridin-6-yl]-5-(oxan-4-yl)pyridin-2-amine